2-[(1Z)-2-(4,4,5,5-tetramethyl-1,3,2-dioxaborolan-2-yl)prop-1-en-1-yl]-5-(trifluoromethoxy)pyridine CC1(OB(OC1(C)C)/C(=C/C1=NC=C(C=C1)OC(F)(F)F)/C)C